ethyl (3S)-3-amino-3-{2,4-difluoro-2'-hydroxy-5,6'-dimethyl-[1,1'-biphenyl]-3-yl}propanoate N[C@@H](CC(=O)OCC)C=1C(=C(C=C(C1F)C)C1=C(C=CC=C1C)O)F